1-palmitoyl-2-hydroxy-sn-glycero-3-phosphoethanolamine C(CCCCCCCCCCCCCCC)(=O)OC[C@@H](OO)COP(=O)(O)OCCN